NC1=C(C=C(C(=C1)O[Si](C(C)C)(C(C)C)C(C)C)OC)C(=O)N1CC2(CC2)C[C@H]1CO[Si](C)(C)C(C)(C)C (2-Amino-5-methoxy-4-{[tri(propan-2-yl)silyl]oxy}phenyl)[(6S)-6-({[tert-butyl(dimethyl)silyl]oxy}methyl)-5-azaspiro[2.4]hept-5-yl]methanone